methyl 2-(((2-(3-((1r,3r)-3-methoxy-1-(4-methyl-4H-1,2,4-triazol-3-yl)cyclobutyl)phenyl)-3-oxo-7-(trifluoromethyl)isoindolin-5-yl)methyl)amino)butanoate COC1CC(C1)(C1=NN=CN1C)C=1C=C(C=CC1)N1CC2=C(C=C(C=C2C1=O)CNC(C(=O)OC)CC)C(F)(F)F